1-(1-{[1-(3a,7a-dihydro-2H-1,3-benzodioxol-5-ylmethyl)-1H-imidazol-5-yl]methyl}-4-(naphthalen-1-yl)-1H-pyrrole-3-carbonyl)-4-methylpiperazine O1COC2C1C=CC(=C2)CN2C=NC=C2CN2C=C(C(=C2)C2=CC=CC1=CC=CC=C21)C(=O)N2CCN(CC2)C